2-bromo-5-(5-chloro-1-methyl-2-oxo-1,2-dihydropyridin-3-yl)-6-(4-chlorophenyl)-1-isopropyl-5,6-dihydropyrrolo[3,4-d]imidazol-4(1H)-one BrC1=NC2=C(N1C(C)C)C(N(C2=O)C=2C(N(C=C(C2)Cl)C)=O)C2=CC=C(C=C2)Cl